OCC(C([Si](C)(C)OCCCC)(CO)Cl)(C)C Di(hydroxymethyl)butoxydimethylsilylisobutyl chloride